ClC=1N=C(C2=C(OCC(N2)=O)N1)NC1CCCC1 2-chloro-4-(cyclopentylamino)-5H-pyrimido[4,5-b][1,4]oxazin-6-one